2-((4-(((tert-butoxycarbonyl)amino)methyl)piperidin-1-yl)sulfonyl)acetic acid C(C)(C)(C)OC(=O)NCC1CCN(CC1)S(=O)(=O)CC(=O)O